6-(2-(3-chlorophenoxy)acetyl)-2-(1-phenylcyclopropyl)-5,6,7,8-tetrahydropyrido[4,3-d]pyrimidin-4(3H)-one ClC=1C=C(OCC(=O)N2CC3=C(N=C(NC3=O)C3(CC3)C3=CC=CC=C3)CC2)C=CC1